C(C)(C)(C)C1(N(CCC1)C(=O)OC1CN(C1)CC=1C=C2N(C3=CC=C(C=C3N=C2NCC2=CC=C(C=C2)OC)C2=CC=NN2C2OCCCC2)C1)C1=C(C=CC=C1)Cl 1-((4-((4-methoxybenzyl)amino)-7-(1-(tetrahydro-2H-pyran-2-yl)-1H-pyrazol-5-yl)pyrrolo[1,2-a]quinoxalin-2-yl)methyl)azetidin-3-ol tert-butyl-2-(2-chlorophenyl)pyrrolidine-1-carboxylate